C12(CC3CC(CC(C1)C3)C2)C(C(=O)O)=O 2-(1-adamantyl)-2-oxoacetic acid